tert-butyl 4-bromo-5-methyl-1-(methyl-d3)-1H-pyrazole-3-carboxylate BrC=1C(=NN(C1C)C([2H])([2H])[2H])C(=O)OC(C)(C)C